2,7-dibromoxanthene BrC1=CC=2CC3=CC(=CC=C3OC2C=C1)Br